4-(4-Amino-7-((2R,3R,4S,5S)-5-((((5-(3,4-dimethylphenyl)-3-methylisoxazol-4-yl)methyl)thio)methyl)-3,4-dihydroxytetrahydrofuran-2-yl)-7H-pyrrolo[2,3-d]pyrimidin-5-yl)benzonitrile NC=1C2=C(N=CN1)N(C=C2C2=CC=C(C#N)C=C2)[C@@H]2O[C@@H]([C@H]([C@H]2O)O)CSCC=2C(=NOC2C2=CC(=C(C=C2)C)C)C